N-(5-(8-ethyl-2-fluoroquinazolin-6-yl)-6-methoxypyridin-2-yl)-3,3,3-trifluoropropane-1-sulfonamide C(C)C=1C=C(C=C2C=NC(=NC12)F)C=1C=CC(=NC1OC)NS(=O)(=O)CCC(F)(F)F